5-(3-{4-[6-amino-8-oxo-7-(4-phenoxyphenyl)purin-9-yl]-[1,4'-bipiperidin]-1'-yl}azetidin-1-yl)-N-(2,6-dioxopiperidin-3-yl)pyridine-2-carboxamide NC1=C2N(C(N(C2=NC=N1)C1CCN(CC1)C1CCN(CC1)C1CN(C1)C=1C=CC(=NC1)C(=O)NC1C(NC(CC1)=O)=O)=O)C1=CC=C(C=C1)OC1=CC=CC=C1